C1=CC=CC=2C3=CC=CC=C3C(C12)COC(=O)N(C(C(=O)O)CC=1C=C(C=CC1)C)C 2-((((9H-Fluoren-9-yl)methoxy)carbonyl)(methyl)amino)-3-(m-tolyl)propanoic acid